C(#N)N1C[C@H](CC1)C(=O)NC=1SC2=C(N1)C=C(C(=C2)C=2C(=NOC2C)C)C (3S)-1-cyano-N-[6-(3,5-dimethyl-1,2-oxazol-4-yl)-5-methyl-1,3-benzothiazol-2-yl]Pyrrolidine-3-carboxamide